Cl.NC1CN(CCC1)C(=O)C1=CC2=C(N(C(=N2)C2=CC3=C(NC(C=C3)=O)N2CC)C)C(=C1)OC 2-(5-(3-aminopiperidine-1-carbonyl)-7-methoxy-1-methyl-1H-benzo[d]imidazol-2-yl)-1-ethyl-1,7-dihydro-6H-pyrrolo[2,3-b]pyridin-6-one hydrochloride